C(#N)C[C@@H](C1=CSC=C1)N[S@](=O)C(C)(C)C (R)-N-((S)-2-cyano-1-(thien-3-yl)ethyl)-2-methylpropane-2-sulfinamide